C(C)[N+](C)(C)CCOC ethyl-(2-methoxyethyl)dimethylammonium